(S)-1-(1-(4-((1-(5-(3,5-difluorophenyl)-4,5-dihydro-1H-pyrazole-1-carbonyl)azetidin-3-yl)oxy)-5-fluoropyridin-2-yl)-3,5-dimethyl-1H-pyrazol-4-yl)pyrrolidin-2-one FC=1C=C(C=C(C1)F)[C@@H]1CC=NN1C(=O)N1CC(C1)OC1=CC(=NC=C1F)N1N=C(C(=C1C)N1C(CCC1)=O)C